(1H-tetrazol-5-yl)butan N1N=NN=C1CCCC